CN1C=C(C(C2=CC=CC=C12)=O)CN([C@@H]1CN(CCC1)C1=CC(NC=C1)=O)CC1=CC(=NC=C1)C 1-methyl-3-({[(2-methylpyridin-4-yl)methyl][(3S)-1-(2-oxo-1,2-dihydropyridin-4-yl)piperidin-3-yl]amino}methyl)-1,4-dihydroquinolin-4-one